1-(4-(6-chloro-7-(2-(1-methyl-cyclopropyl)phenyl)quinazolin-4-yl)piperazin-1-yl)prop-2-en-1-one ClC=1C=C2C(=NC=NC2=CC1C1=C(C=CC=C1)C1(CC1)C)N1CCN(CC1)C(C=C)=O